C(CCCCC)OC(C=C)=O Hexylacrylate